Methyl 2-((1H-pyrrolo[2,3-b]pyridin-5-yl) oxy)-4-fluorobenzoate N1C=CC=2C1=NC=C(C2)OC2=C(C(=O)OC)C=CC(=C2)F